6-{3H-imidazo[4,5-c]pyridin-3-yl}pyridine-3-carbaldehyde N1=CN(C=2C=NC=CC21)C2=CC=C(C=N2)C=O